C(C(=C)C)(=O)OCCC(C(=O)[O-])CC(=O)[O-] 2-(methacryloxyethyl)succinate